1-methyl-5-(tetrahydro-2H-pyran-4-yl)-1H-pyrazol-3-amine CN1N=C(C=C1C1CCOCC1)N